C(C)(C)(C)C1=CC=C(C=C1)C[C@H](CN1C[C@H](O[C@H](C1)C)C)C |&1:11| (±)-cis-4-[3-(4-tert-Butylphenyl)-2-methylpropyl]-2,6-dimethylmorpholin